C(C=C)(=O)N1CCN(CC1)C1=C(C=NC2=C(C(=C(C=C12)Cl)C1=C(C=CC2=CC=CC=C12)O)F)C#N 4-(4-acryloylpiperazin-1-yl)-6-chloro-8-fluoro-7-(2-hydroxynaphthalen-1-yl)quinoline-3-carbonitrile